C(C=C)(=O)N1CC(C1)N1C=C(C2=CC(=CC=C12)C1=C2C=NNC2=CC=C1C)C(=O)N 1-(1-acryloylazetidin-3-yl)-5-(5-methyl-1H-indazol-4-yl)-1H-indole-3-carboxamide